(R)-5-methyl-5-{4-[4-(6-methylbenzofuran-3-yl)piperidine-1-carbonyl]phenyl}imidazolidine-2,4-dione C[C@]1(C(NC(N1)=O)=O)C1=CC=C(C=C1)C(=O)N1CCC(CC1)C1=COC2=C1C=CC(=C2)C